bis[4-(vinyloxy)butyl]1,6-hexanediylbiscarbamate C(=C)OCCCCOC(NCCCCCCNC(OCCCCOC=C)=O)=O